ClC=1C(=NC(=NC1)NC1=C(C=C(C=C1)C1CCNCC1)C)NCCCN1C(CCCC1)=O 1-(3-((5-chloro-2-((2-methyl-4-(piperidin-4-yl)phenyl)amino)pyrimidin-4-yl)amino)propyl)piperidin-2-one